ClC1=NC2=C(C=C(C=C2C=C1C=NO)C)C 2-chloro-6,8-dimethylquinoline-3-aldoxime